BrC1=CC(=C(S1)C(=O)OC)NC(=O)NC1=CN=CC2=CC=CC=C12 methyl 5-bromo-3-(3-(isoquinolin-4-yl)ureido)thiophene-2-carboxylate